(S)-2-((((9H-fluoren-9-yl)methoxy)carbonyl)amino)-3-(4-(6-oxo-1,6-dihydropyridin-3-yl)phenyl)propanoic acid C1=CC=CC=2C3=CC=CC=C3C(C12)COC(=O)N[C@H](C(=O)O)CC1=CC=C(C=C1)C1=CNC(C=C1)=O